C1(CCCC1)N1N=C(N=C1C1=NC=CC=C1C(F)(F)F)C(=O)N[C@H](CC(=O)O)CCN1CC(CCC1)(F)F (3S)-3-({1-cyclopentyl-5-[3-(trifluoromethyl)pyridin-2-yl]-1H-1,2,4-triazol-3-yl}formamido)-5-(3,3-difluoropiperidin-1-yl)pentanoic acid